C(#N)C=1C=C2C(N(C(=NC2=C(C1)C=1C=NC(=CC1)C)[C@@H]1N(C[C@@H](C1)C(F)(F)F)C(=O)OC(C)(C)C)C1=CC(=C(C=C1)OC)F)=O |r| tert-butyl cis-(±)-2-(6-cyano-3-(3-fluoro-4-methoxyphenyl)-8-(6-methylpyridin-3-yl)-4-oxo-3,4-dihydroquinazolin-2-yl)-4-(trifluoromethyl)pyrrolidine-1-carboxylate